C(#N)C1=C(C=CC=C1)C=CC1=CC=CC=C1 Cyano-Stilbene